ClC=1C(=CC(=C(C(=O)NC(C(=O)OC)C2=CC=CC=C2)C1)F)OCC1CCCC1 methyl 2-(5-chloro-4-(cyclopentylmethoxy)-2-fluorobenzamido)-2-phenylacetate